4,4,5,5-tetramethyl-2-(3-methyl-4-nitrophenyl)-1,3,2-dioxaborolan CC1(OB(OC1(C)C)C1=CC(=C(C=C1)[N+](=O)[O-])C)C